BrCC(CC=1C(=NN(C1)C)Br)=O 1-Bromo-3-(3-bromo-1-methyl-1H-pyrazol-4-yl)propan-2-one